bispyridyl-tetrazine N1=C(C=CC=C1)C1=C(N=NN=N1)C1=NC=CC=C1